N-(4-((3-(2-methoxyethoxy)-5-(methylsulfonyl)phenyl)amino)-5-(1-methyl-1H-pyrazol-3-yl)pyridin-2-yl)acetamide COCCOC=1C=C(C=C(C1)S(=O)(=O)C)NC1=CC(=NC=C1C1=NN(C=C1)C)NC(C)=O